(S)-N-(7-(3-hydroxy-3-methylbut-1-yn-1-yl)-5-methyl-4-oxo-2,3,4,5-tetrahydrobenzo[b][1,4]oxazepin-3-yl)-4-((1-methyl-1H-pyrazol-4-yl)oxy)picolinamide OC(C#CC1=CC2=C(OC[C@@H](C(N2C)=O)NC(C2=NC=CC(=C2)OC=2C=NN(C2)C)=O)C=C1)(C)C